6-(4-methylpiperazin-1-yl)-1-benzothiophene-2-carboxamide CN1CCN(CC1)C1=CC2=C(C=C(S2)C(=O)N)C=C1